N-hydroxyMethacrylamide ONC(C(=C)C)=O